ClC=1C=C2N=C3C=CC(=CC3=C(C2=CC1)NC1=CC(=C(C=C1)O)CN1CCN(CC1)CC(OC)OC)OC 4-((6-Chloro-2-methoxyacridin-9-yl)amino)-2-((4-(2,2-dimethoxyethyl)piperazin-1-yl)methyl)phenol